C(C)OC(=O)C=1OC2=C(C1N)C=CC(=C2)F 3-amino-6-fluoro-1-benzofuran-2-carboxylic acid ethyl ester